O=C1NC(CCC1N1C(C2=CC=CC(=C2C1=O)NCCCOC1CCN(CC1)CCC(=O)N)=O)=O 3-(4-(3-((2-(2,6-dioxopiperidin-3-yl)-1,3-dioxoisoindolin-4-yl)amino)propoxy)piperidin-1-yl)propanamide